7-(2-((6-chloro-1-methyl-1H-benzo[d][1,2,3]triazol-5-yl)amino)-5-(trifluoromethyl)pyrimidin-4-yl)-4-methyl-3,4-dihydrothieno[2,3-f][1,4]thiazepin-5(2H)-one 1,1-dioxide ClC=1C(=CC2=C(N(N=N2)C)C1)NC1=NC=C(C(=N1)C1=CC2=C(C(N(CCS2(=O)=O)C)=O)S1)C(F)(F)F